COC1=CC(=C(C=C1C1=C(C=CC=C1C)C)C1=C(C=CC=C1C)C)OC 1,3-dimethoxy-4,6-bis(2,6-dimethylphenyl)benzene